C(=O)(OC(C)(C)C)N1C[C@H](CC1)O (S)-N-Boc-3-pyrrolidinol